COC=1C=C(C=CC1)C1=NOC(=N1)[C@H](C)NC(OC(C)(C)C)=O tert-butyl (S)-(1-(3-(3-methoxyphenyl)-1,2,4-oxadiazol-5-yl)ethyl)carbamate